tert-butyl 2-[(4,4,5,5-tetramethyl-1,3,2-dioxaborolan-2-yl)methylene]-6-azaspiro[3.5]nonane-6-carboxylate CC1(OB(OC1(C)C)C=C1CC2(C1)CN(CCC2)C(=O)OC(C)(C)C)C